CSCC12CN(C(CC1)C2)C(=O)OC(C)(C)C tert-Butyl 4-(methylsulfanylmethyl)-2-azabicyclo[2.2.1]heptane-2-carboxylate